O1CCC(CC1)S(=O)(=O)N tetrahydropyran-4-sulfonamide